C(C)(C)(C)OC(NC1(CC(C1)N)C)=O (trans-3-amino-1-methylcyclobutyl)carbamic acid tert-butyl ester